N1CCC(CC1)N1N=CC(=C1)C1=CN(CCS1)C=1C2=C(N=CN1)NC=C2 6-(1-(piperidin-4-yl)-1H-pyrazol-4-yl)-4-(7H-pyrrolo[2,3-d]pyrimidin-4-yl)-3,4-dihydro-2H-1,4-thiazine